5-(2-chloro-3-(9-(3-chlorobenzyl)-6-(1-methylcyclopropoxy)-9H-purin-8-yl)phenoxy)-2-methylpentanoic acid ClC1=C(OCCCC(C(=O)O)C)C=CC=C1C=1N(C2=NC=NC(=C2N1)OC1(CC1)C)CC1=CC(=CC=C1)Cl